6-(4-((5-Fluoro-2-methoxybenzamido)methyl)phenyl)-4-(pyrimidin-4-yl)-1H-pyrazolo[4,3-c]pyridine-7-carboxamide FC=1C=CC(=C(C(=O)NCC2=CC=C(C=C2)C2=C(C3=C(C(=N2)C2=NC=NC=C2)C=NN3)C(=O)N)C1)OC